NC1=NC=NN2C1=C(C(=N2)C2=C(C=C(C=C2)N)F)C2=CC(=C(C(=O)NCC(F)(F)F)C=C2)OC 4-(4-amino-6-(4-amino-2-fluorophenyl)pyrazolo[5,1-f][1,2,4]triazin-5-yl)-2-methoxy-N-(2,2,2-trifluoroethyl)benzamide